CN(C)CC1=C(O)C=CC(=C1)C(C)(C)C1=CC=C(C=C1)O (dimethylamino)methyl-bisphenol A